(Z)-N-{2-[3-chloro-5-(cyclopropylethynyl)-2-pyridyl]-2-(isopropoxyimino)ethyl}-3-(difluoromethyl)-1-methylpyrazole-4-carboxamide ClC=1C(=NC=C(C1)C#CC1CC1)\C(\CNC(=O)C=1C(=NN(C1)C)C(F)F)=N/OC(C)C